OCC=1C=C(C=NC1)B(O)O (5-(hydroxymethyl)-3-pyridyl)boronic acid